4,4-difluoro-2-(4-fluorophenyl)-N-{4-[5-methyl-4-oxo-3-phenyl-7-(2,2,2-trifluoroethyl)-4,5-dihydro-1H-pyrrolo[3,2-c]pyridin-2-yl]pyridin-2-yl}butanamide FC(CC(C(=O)NC1=NC=CC(=C1)C1=C(C=2C(N(C=C(C2N1)CC(F)(F)F)C)=O)C1=CC=CC=C1)C1=CC=C(C=C1)F)F